FC=1C(=NC=C(C1)F)N1N=NC(=C1)C(=O)N1[C@@H](C2=CC=CC=C2[C@@H](C1)C=1C=NN(C1C)C)C [1-(3,5-difluoro-2-pyridyl)triazol-4-yl]-[(1R,4R)-4-(1,5-dimethylpyrazol-4-yl)-1-methyl-3,4-dihydro-1H-isoquinolin-2-yl]methanone